CN(C(C)(C)C1=CC=C(C=C1)C1=NNC(=C1CC(F)(F)F)C=1C=C(C=2N(C1)N=CN2)C)C N,N-dimethyl-2-(4-(5-(8-methyl-[1,2,4]triazolo[1,5-a]pyridin-6-yl)-4-(2,2,2-trifluoroethyl)-1H-pyrazol-3-yl)phenyl)propan-2-amine